tert-butyl (3-((4-(4,4-dimethylcyclohexyl)phenyl)amino)-3-oxopropyl)carbamate CC1(CCC(CC1)C1=CC=C(C=C1)NC(CCNC(OC(C)(C)C)=O)=O)C